(R)-2-carbamoyl-azetidine-1-carboxylic acid tert-butyl ester C(C)(C)(C)OC(=O)N1[C@H](CC1)C(N)=O